ClCC(=O)N1CCC(CC1)C1=CC=C(NC2C(NC(CC2)=O)=O)C=C1 3-[4-[1-(2-chloroacetyl)-4-piperidyl]anilino]piperidine-2,6-dione